ClC1=C(C=C(C=C1)C(F)(F)F)NC(=O)C1=C(N=C(S1)NC(=O)C1(CC1)C(=O)OC)C1CC1 methyl 1-((5-((2-chloro-5-(trifluoromethyl)phenyl)carbamoyl)-4-cyclopropylthiazol-2-yl)carbamoyl)cyclopropane-1-carboxylate